iron-silver-palladium [Pd].[Ag].[Fe]